C(C)OC1=CC=C(C=C1)C1=CN=C(C(=N1)C(=O)N/N=C/C=1C(=NC=C(C1)OC)F)O (E)-6-(4-ethoxyphenyl)-N'-((2-fluoro-5-methoxypyridin-3-yl)methylene)-3-hydroxypyrazine-2-carbohydrazide